CSC(C(=O)N1C(CCCC1)C=1NC(=CN1)C1=CC=CC=C1)C 2-(methylthio)-1-(2-(5-phenylimidazol-2-yl)piperidin-1-yl)propan-1-one